2-[2-amino-4-(trifluoromethyl)phenyl]-1-ethylhydrazine-1-carboxylic acid tert-butyl ester C(C)(C)(C)OC(=O)N(NC1=C(C=C(C=C1)C(F)(F)F)N)CC